5-chloro-3-ethyl-1-(4-methoxybenzyl)-7-vinylquinazoline-2,4(1H,3H)-dione ClC1=C2C(N(C(N(C2=CC(=C1)C=C)CC1=CC=C(C=C1)OC)=O)CC)=O